C[C@H]1O[C@H](CC(C1)OC(C1=C(C=CC=C1)C1=CC=C(C=C1)[N+](=O)[O-])=O)C 4-Nitrophenyl-benzoic acid (2R,4S,6S)-2,6-dimethyloxan-4-yl ester